{[dimethyl(oxo)-λ6-sulfanylidene]carbamoyl}benzoic acid CS(=O)(C)=NC(=O)C1=C(C(=O)O)C=CC=C1